ClC=1C=C(C=CC1F)C(=O)N1[C@@H](C=2N(CC1)C(=NN2)C2=NC(=NO2)C2CC2)C (R)-(3-chloro-4-fluorophenyl)(3-(3-cyclopropyl-1,2,4-oxadiazol-5-yl)-8-methyl-5,6-dihydro-[1,2,4]triazolo[4,3-a]pyrazin-7(8H)-yl)methanone